BrC1=C2C[C@@H](N([C@H](C2=CC=C1)C)C(CC1=C(C=CC=C1Cl)Cl)=O)CO[Si](C)(C)C(C)(C)C 1-[(1S,3R)-5-bromo-3-[[tert-butyl-(dimethyl)silyl]oxymethyl]-1-methyl-3,4-dihydro-1H-isoquinolin-2-yl]-2-(2,6-dichlorophenyl)ethanone